COC=1C=C2CCN(CC2=CC1NC=1N=NC(=CN1)C(=O)NC([2H])([2H])[2H])C 3-((6-methoxy-2-methyl-1,2,3,4-tetrahydroisoquinolin-7-yl)amino)-N-(methyl-d3)-1,2,4-triazine-6-carboxamide